CC1=C(C=C(C(=O)NCC2=NC=C3C=CC(=NC3=C2)C2=NC(=CC=C2)N2C[C@@H](NCC2)C)C=C1)S(=O)(=O)C (S)-4-methyl-N-((2-(6-(3-methylpiperazin-1-yl)pyridin-2-yl)-1,6-naphthyridin-7-yl)methyl)-3-(methylsulfonyl)benzamide